C(#N)C[C@H](C1CCCC1)N1N=CC(=C1)C=1C2=C(N=CN1)N(C=C2)COC(C(C)C2=CC=C(C=C2)CC(C)C)=O (4-(1-((R)-2-cyano-1-cyclopentylethyl)-1H-pyrazol-4-yl)-7H-pyrrolo[2,3-d]pyrimidin-7-yl)methyl-2-(4-isobutylphenyl)propanoate